(R)-N-(3-chloro-2-fluorophenyl)-6-(piperidin-3-yl)pyrido[3,4-d]pyrimidin-4-amine ClC=1C(=C(C=CC1)NC=1C2=C(N=CN1)C=NC(=C2)[C@H]2CNCCC2)F